C(C1=CC=CC=C1)N(C(O)=O)CCC[C@@H](C(=O)NCC1=CC(=C(C(=C1)C)O)C)NC(=O)[C@H]1NCCC1.O[C@@H]1[C@H](O)[C@@H](O)[C@H](O)[C@H](O1)CO α-D-Glucose benzyl-((S)-5-((4-hydroxy-3,5-dimethylbenzyl)amino)-5-oxo-4-((S)-pyrrolidine-2-carboxamido)pentyl)carbamate